FC=1C=CC=C2C=C(C=NC12)C1=NC(N(C2=C(C(=CC=C12)OC)C)C)(C)C 4-(8-fluoroquinolin-3-yl)-7-methoxy-1,2,2,8-tetramethyl-1,2-dihydroquinazolin